rac-2-((1S,3R)-3-hydroxycyclohexyl)-6-methoxy-N-(pyrazolo[1,5-a]pyrimidin-3-yl)-2H-indazole-5-carboxamide O[C@H]1C[C@H](CCC1)N1N=C2C=C(C(=CC2=C1)C(=O)NC=1C=NN2C1N=CC=C2)OC |r|